BrC1=C(C=CC=C1)N1N=NC=C1 1-(2-bromophenyl)-1H-1,2,3-triazole